OC(CCC1=CC(=C(OC(C(=O)O)(C)C)C(=C1)C)C)C1=CC=C(C=C1)OC(F)(F)F 2-(4-(3-hydroxy-3-(4-(trifluoromethoxy)phenyl)propyl)-2,6-dimethylphenoxy)-2-methylpropanoic acid